COC1=C(C=C(C=C1)OC)CCNC(=O)[C@]1([C@@H](CC[C@H](C1)C)C(C)C)O (1S,2S,5R)-N-[2-(2,5-dimethoxyphenyl)ethyl]-1-hydroxy-2-isopropyl-5-methyl-cyclohexanecarboxamide